3-(4-methoxyphenyl)-3-oxopropane-1-sulfinic acid COC1=CC=C(C=C1)C(CCS(=O)O)=O